(2S)-1-[(13Z)-docosan-1-en-1-yloxy]-3-(hexyloxy)-N,N-dimethylpropane-2-amine C(=CCCCCCCCCCCCCCCCCCCCC)OC[C@H](COCCCCCC)N(C)C